OC1=C(C=C(C=C1)O)P1OC2=CC=CC=C2C=2C=CC=CC12 10-(2,5-dihydroxyphenyl)-10H-9-oxa-10-phosphaphenanthrene